(1S,3S)-3-((2-bromo-4-methylpyrimidin-5-yl)oxy)cyclohexane-1-carboxylic acid isopropyl ester C(C)(C)OC(=O)[C@@H]1C[C@H](CCC1)OC=1C(=NC(=NC1)Br)C